2,3-Dihydrobenzo[f][1,4]thiazepine S1CCN=CC2=C1C=CC=C2